(Z)-2-(5-Bromo-2-methyl-1-(4-(phenoxymethyl)benzylidene)-1H-inden-3-yl)acetic acid BrC=1C=C2C(=C(/C(/C2=CC1)=C/C1=CC=C(C=C1)COC1=CC=CC=C1)C)CC(=O)O